CC=1N=CN(C1C)C1=NC=C(C=C1)[N+](=O)[O-] 2-(4,5-dimethyl-1H-imidazol-1-yl)-5-nitropyridine